NC1=C(C=CC=C1)NC(C1=CC=C(C=C1)CN1C2=NC(=NC(=C2N=C1)NCC)Cl)=O N-(2-aminophenyl)-4-(2-chloro-6-ethylamino-purin-9-ylmethyl)-benzamide